6-hydroxymethylpurine OCC1=C2NC=NC2=NC=N1